O1C(CCC2=CC=CC=C12)C(=O)O chromanoic acid